4-{2-[6-({[(1-Cyanocyclobutyl)methyl]amino}methyl)-1-oxo-3H-isoindol-2-yl]-6-cyclopropylpyridin-4-yl}-3-(4-methyl-1,2,4-triazol-3-yl)benzonitrile C(#N)C1(CCC1)CNCC1=CC=C2CN(C(C2=C1)=O)C1=NC(=CC(=C1)C1=C(C=C(C#N)C=C1)C1=NN=CN1C)C1CC1